4-Benzyl 9-(tert-butyl) 8,8-dimethyl-1-oxa-4,9-diazaspiro[5.5]undecane-4,9-dicarboxylate CC1(CC2(CN(CCO2)C(=O)OCC2=CC=CC=C2)CCN1C(=O)OC(C)(C)C)C